COC1=C(OC=2C=C(C=C(C2C1=O)O)O)C1=CC(O)=C(O)C=C1 3-O-Methylquercetin